Cl.ClC1=NC=C(C(=N1)NC=1C=C2C=C(C(N(C2=CC1)C)=O)OCC(=O)NC)Cl 2-((6-((2,5-dichloropyrimidin-4-yl)amino)-1-methyl-2-oxo-1,2-dihydroquinolin-3-yl)oxy)-N-methylacetamide hydrochloride